(1-((2-mercaptoethyl)amino)-3-methyl-1-oxobutan-2-yl)carbamic acid tert-butyl ester C(C)(C)(C)OC(NC(C(=O)NCCS)C(C)C)=O